COC(NC=1C=CC=2C=3C=CN=C([C@H](C/C=C/CC(NC2C1)=O)NC(=O)OC(C)(C)C)C3)=O ((E)-(S)-14-tert-Butoxycarbonylamino-9-oxo-8,16-diaza-tricyclo[13.3.1.02,7]nonadeca-1(19),2(7),3,5,11,15,17-heptaen-5-yl)-carbamic acid methyl ester